C(C1=CC=CC=C1)OC1=NC(=CC=C1C1=NN(C2=CC(=CC=C12)C1=CCC(CC1)CC(=O)OC)C)OCC1=CC=CC=C1 Methyl 2-[4-[3-(2,6-dibenzyloxy-3-pyridyl)-1-methyl-indazol-6-yl]cyclohex-3-en-1-yl]acetate